1-[4-[4-[2-(1-amino-4-piperidyl)ethyl]piperazin-1-yl]phenyl]hexahydropyrimidine-2,4-dione NN1CCC(CC1)CCN1CCN(CC1)C1=CC=C(C=C1)N1C(NC(CC1)=O)=O